The molecule is a long-chain alkane consisting of an unbranched chain of 34 carbon atoms. It has a role as a plant metabolite. CCCCCCCCCCCCCCCCCCCCCCCCCCCCCCCCCC